C1(CCC1)C1=NC2=CC=CC=C2C=N1 2-cyclobutylquinazolin